5-(((Trans-3-(3-cyclopropyl-1H-pyrazolo[3,4-d]pyrimidin-1-yl)cyclobutyl)methyl)amino)-2-(2,6-dioxopiperidin-3-yl)isoindoline-1,3-dione C1(CC1)C1=NN(C2=NC=NC=C21)[C@@H]2C[C@H](C2)CNC=2C=C1C(N(C(C1=CC2)=O)C2C(NC(CC2)=O)=O)=O